p-hydroxybenzenesulfonamide C1=CC(=CC=C1O)S(=O)(=O)N